1-((6-(azetidin-3-yl)-4-methylpyridin-3-yl)methyl)piperidine-4-carboxylic acid methyl ester COC(=O)C1CCN(CC1)CC=1C=NC(=CC1C)C1CNC1